6-(2-Methoxyphenyl)-2-phenyl-4-(4-phenyl-(4-methylphenyl)aminophenyl)pyridine palladium(II) chlorid [Pd](Cl)Cl.COC1=C(C=CC=C1)C1=CC(=CC(=N1)C1=CC=CC=C1)C1=C(C=C(C=C1)C1=CC=CC=C1)NC1=CC=C(C=C1)C